14-(docosa-13-enoyloxy)-tetradecanoic acid C(CCCCCCCCCCCC=CCCCCCCCC)(=O)OCCCCCCCCCCCCCC(=O)O